N[C@@H](C(=O)O)[C@H](C)N (3S,2R)-2,3-DIAMINOBUTYRIC ACID